1-[(tert-butoxycarbonyl)amino]-2-methylpropan C(C)(C)(C)OC(=O)NCC(C)C